C1=CC2=C(C=C1Cl)NC=C2C[C@H](C(=O)[O-])[NH3+] The molecule is an alpha-amino acid zwitterion resulting from the transfer of a proton from the carboxy group to the alpha-amino group of 6-chloro-D-tryptophan; major species at pH 7.3. It is a tautomer of a 6-chloro-D-tryptophan.